CC1=CC=2N(C=C1)C1=C(N2)C=2C=CC=CC2C(=C1)C1=NC=CC=C1 10-methyl-5-(pyridin-2-yl)naphtho[1',2':4,5]imidazo[1,2-a]pyridine